3-(4-((5,6,7,8-tetrahydro-1,8-naphthyridin-2-yl)methyl)piperidine-1-carbonyl)azetidine-1-carboxylic acid tert-butyl ester C(C)(C)(C)OC(=O)N1CC(C1)C(=O)N1CCC(CC1)CC1=NC=2NCCCC2C=C1